(1S)-1-(tetrahydrofuran-2-yl)ethanamine O1C(CCC1)[C@H](C)N